N1C(=CC2=CC=CC=C12)C(=O)N1C[C@@H](N(C[C@H]1C)C(C(=O)[O-])=O)C.[K+].ClC1=NC2=CC=CC=C2C(=N1)C1=CC=C(C=C1)C 2-chloro-4-(4'-methylphenyl)quinazoline Potassium 2-((2S,5R)-4-(1H-indole-2-carbonyl)-2,5-dimethylpiperazin-1-yl)-2-oxoacetate